C(=O)(OC(C)(C)C)C=1C(=NC=CC1)C(=O)OC(C)(C)C diboc-pyridine